C(C)OC(C1=NC=CC(=C1)C=1OC2=C(N1)C=C(C=C2)C=2C(=NN(C2C)C(=O)OC(C)(C)C)C)=O 4-(5-(1-(tert-Butoxycarbonyl)-3,5-dimethyl-1H-pyrazol-4-yl)benzo[d]oxazol-2-yl)picolinic acid ethyl ester